C(C)(=O)N1CCN(CC1)C(CC1[C@H]2CN(C[C@@H]1C2)C=2C1=C(N=C(N2)N2[C@H](CC2)C)C(CC1)(F)F)=O 1-(4-acetylpiperazin-1-yl)-2-((1R,5S,6S)-3-(7,7-difluoro-2-((S)-2-methylazetidin-1-yl)-6,7-dihydro-5H-cyclopenta[d]pyrimidin-4-yl)-3-azabicyclo[3.1.1]heptan-6-yl)ethan-1-one